C(C)OCC(=O)C=1C=C(C=NC1)NC(OC(C)(C)C)=O tert-butyl (5-(2-ethoxyacetyl)pyridin-3-yl)carbamate